C1C(OC(=O)O1)C(F)(F)F Trifluoropropylene carbonate